C(C)(C)=C([C@@H]1[C@@H]([C@@H]([C@H](C(O)O1)O)O)O)O isopropylidene-D-galactopyranose